CSCC=1OC=CC1 2-[(methylsulfanyl)methyl]-furan